ClC=1C=C(C2=CC(=C(C=C2C1)F)OC1CC1)CCNC(C)=O N-(2-(3-chloro-7-cyclopropyloxy-6-fluoronaphthalen-1-yl)ethyl)acetamide